NC1=NC=C2N=CN(C2=N1)[C@H]1C[C@@H]([C@H](O1)CO)O (2R,3S,5R)-5-(2-amino-9H-purin-9-yl)-2-(hydroxymethyl)tetrahydrofuran-3-ol